(1-((6-chloro-3-((1-methyl-azetidin-3-yl)ethynyl)-1H-pyrazolo[4,3-c]pyridin-1-yl)methyl)cyclohexyl)methanol ClC1=CC2=C(C=N1)C(=NN2CC2(CCCCC2)CO)C#CC2CN(C2)C